CC1([C@@H]2CC[C@]3([C@H]([C@H](CC[C@@]13O)C)C2)C)C (1R,3R,6S,7S,8S)-2,2,6,8-tetramethyltricyclo[5.3.1.03,8]undecan-3-ol